4-(cyclohexylamino)-N-methylbenzenesulfonamide C1(CCCCC1)NC1=CC=C(C=C1)S(=O)(=O)NC